Methyl-3-[(6-ethyl-5,7-dihydropyrrolo[3,4-b]pyridin-3-yl)amino]-5-(methylamino)-6-(3-methylimidazo[4,5-c]pyridin-7-yl)pyrazine-2-carboxylate COC(=O)C1=NC(=C(N=C1NC=1C=C2C(=NC1)CN(C2)CC)NC)C=2C1=C(C=NC2)N(C=N1)C